C(C)(C)(C)OC(=O)N1CC=C(CC1)C1=C(C=C(C=C1)[N+](=O)[O-])C 4-(2-methyl-4-nitrophenyl)-5,6-dihydropyridine-1(2H)-carboxylic acid tert-butyl ester